S(N)(=O)(=O)NC(=N)N sulfamoyl-guanidine